5-acetamidoindoline C(C)(=O)NC=1C=C2CCNC2=CC1